(S)-quinuclidin-3-yl (6-(4-(methoxymethoxy)phenyl)-1,2,3,4-tetrahydronaphthalen-1-yl)carbamate COCOC1=CC=C(C=C1)C=1C=C2CCCC(C2=CC1)NC(O[C@@H]1CN2CCC1CC2)=O